C(C1=CC=CC=C1)C1CCC=CCC(C[C@H](NC([C@@H](NC(O1)=O)CC(C)C)=O)C(=O)OCC)C(N(C)C)=O Ethyl (4S,7S)-15-benzyl-9-(dimethylcarbamoyl)-4-isobutyl-2,5-dioxo-1-oxa-3,6-diazacyclopentadec-11-ene-7-carboxylate